2-{4-[(p-difluoromethoxyphenyl)(4-methoxy-3-pyridyl)amino]-1-hydroxycyclohexyl}-5-pyrimidinecarbonitrile FC(OC1=CC=C(C=C1)N(C1CCC(CC1)(O)C1=NC=C(C=N1)C#N)C=1C=NC=CC1OC)F